FC=1C=C2CN(CC2=CC1F)C(=O)N 5,6-difluoroisoindoline-2-carboxamide